iodoiminobenzene IN=C1CC=CC=C1